(2-(benzo[c][1,2,5]oxadiazol-5-ylmethoxy)-5-chloro-4-((2-fluoro-3'-(3-morpholinopropoxy)-[1,1'-biphenyl]-3-yl)methoxy)benzyl)-D-serine N=1ON=C2C1C=CC(=C2)COC2=C(CN[C@H](CO)C(=O)O)C=C(C(=C2)OCC=2C(=C(C=CC2)C2=CC(=CC=C2)OCCCN2CCOCC2)F)Cl